3-[(4-hydroxymethyl-phenyl)methylamino]phthalic acid dimethyl ester COC(C=1C(C(=O)OC)=C(C=CC1)NCC1=CC=C(C=C1)CO)=O